ClC1=CC=C(C=C1)S(=NS(=O)(=O)C1=CC=C(C=C1)[N+](=O)[O-])(=NC(C)(CC(C)(C)C)C)N1CCOCC1 N-((4-Chlorophenyl)(morpholino)((2,4,4-trimethylpentan-2-yl)imino)-λ6-sulfaneylidene)-4-nitrobenzenesulfonamide